C(C)(C)(C)OC(=O)N1C2CN(CC1CC2)CC2=C(N=C1N2C=CC=N1)C1=CC=C(C=C1)Cl tert.-Butyl-3-{[2-(4-chlorophenyl)imidazo[1,2-a]pyrimidin-3-yl]methyl}-3,8-diazabicyclo[3.2.1]-octane-8-carboxylate